tert-butyl (2,4-dimethoxybenzyl)(5-formylpyridazin-3-yl)carbamate COC1=C(CN(C(OC(C)(C)C)=O)C=2N=NC=C(C2)C=O)C=CC(=C1)OC